9,9',9''-(4-([1,1':3',1''-terphenyl]-5'-yl)-6-(9H-carbazol-9-yl)pyridine-2,3,5-triyl)tris(9H-carbazole-3,6-dicarbonitrile) C1(=CC=CC=C1)C1=CC(=CC(=C1)C1=C(C(=NC(=C1N1C2=CC=C(C=C2C=2C=C(C=CC12)C#N)C#N)N1C2=CC=CC=C2C=2C=CC=CC12)N1C2=CC=C(C=C2C=2C=C(C=CC12)C#N)C#N)N1C2=CC=C(C=C2C=2C=C(C=CC12)C#N)C#N)C1=CC=CC=C1